1,2-dimethyl-3-methylimidazole CN1C(N(C=C1)C)C